BrC1C(C2=C(C=CC=C2C1)F)=O bromo-7-fluoro-2,3-dihydro-1H-inden-1-one